[Cl-].[Cl-].C1(=CC=CC=C1)P(C1=NC=CC=C1)C1=CC=CC=C1 diphenyl-(2-pyridinyl)phosphine dichloride